3-methyl-2-(prop-1-yn-1-yl)pyridine CC=1C(=NC=CC1)C#CC